(S)-2-(3-bromophenyl)-2-(t-butoxycarbonylamino)acetic acid BrC=1C=C(C=CC1)[C@@H](C(=O)O)NC(=O)OC(C)(C)C